Cl.O[C@@]1(C(N(C2=CC=CC=C12)C=1C=C(C=NC1)CC1=NNC(C2=CC=CC=C12)=O)=O)C (S)-(-)-4-((5-(3-Hydroxy-3-methyl-2-oxoindolin-1-yl)pyridin-3-yl)methyl)phthalazin-1(2H)-one hydrochloride